C(C1=CC=CC=C1)S(=O)(=O)C1=CC=CC(=N1)C1CCNCC1 4-(6-(benzylsulfonyl)pyridin-2-yl)piperidin